C1(=CC=CC=C1)N1C(C(NC2=CC=CC=C12)=O)=O 1-phenyl-1,4-dihydroquinoxaline-2,3-dione